P(=O)(O)(O)CC(=O)N[C@@H](CC(=O)O)C(=O)O N-(phosphonoacetyl)-L-aspartic acid